C1(CC1)C1=C2N=C(C=NC2=CC=C1OC=1C=CC2=C(N(C(=N2)C)COCC[Si](C)(C)C)C1)C=1C=NN(C1)CC1CC(C1)(F)F 2-[[6-[5-cyclopropyl-3-[1-[(3,3-difluorocyclobutyl)methyl]pyrazol-4-yl]quinoxalin-6-yl]oxy-2-methyl-benzimidazol-1-yl]methoxy]ethyl-trimethyl-silane